BrC1=CC=C(C=C1)C=1OC2=C(C(C1OCCC1=CC=CC=C1)=O)C=CC=C2 2-(4-bromophenyl)-3-(2-phenylethoxy)-4H-1-benzopyran-4-one